CN1C[C@H](CCC1(C)C)C1CC12NCCC(C2)C(=O)N ((R)-1,6,6-trimethylpiperidin-3-yl)-4-azaspiro[2.5]octane-7-carboxamide